OC1=C(C2=CC=CC=C2C=C1)CC1=C(C=CC2=CC=CC=C12)O Bis(2-hydroxy-naphth-1-yl)methan